N[C@H](C(=O)N1CCCC1)C (S)-2-amino-1-(pyrrolidin-1-yl)propan-1-one